OC(=O)CCN1C(SCC1=O)=S 3-(2'-hydroxycarbonylethyl)-2-thioxothiazolidin-4-one